1-(pyridin-2-yl)-1H-pyrrole-3-carboxylic acid methyl ester COC(=O)C1=CN(C=C1)C1=NC=CC=C1